(Z)-1-(2-chloro-6-methylphenyl)-N'-((5-(difluoromethyl)-1-(2-(methylsulfonyl)ethyl)-1H-pyrazole-3-carbonyl)oxy)cyclopropane-1-carboximidamide ClC1=C(C(=CC=C1)C)C1(CC1)/C(/N)=N/OC(=O)C1=NN(C(=C1)C(F)F)CCS(=O)(=O)C